C12(C(CC(C1C2)C)=O)C(C)C thujanone